4-(6-(4-(4-isopropylpiperazin-1-yl)phenyl)-1,4-dimethyl-1H-pyrrolo[3,2-c]pyridin-2-yl)-N,N-dimethylbenzenesulfonamide C(C)(C)N1CCN(CC1)C1=CC=C(C=C1)C1=CC2=C(C(=N1)C)C=C(N2C)C2=CC=C(C=C2)S(=O)(=O)N(C)C